CN1N=NC2=C1C(=CC(=C2C)C(CC(=O)OCC)C=2C=C(C1=C(C=CS1)C2)CN2C[C@H](OC1=C(C2)N=C(C=C1)O)CC)OC(F)(F)F Ethyl 3-[1,4-dimethyl-7-(trifluoromethoxy)-1H-benzotriazol-5-yl]-3-(7-{[(2R)-2-ethyl-7-hydroxy-2,3-dihydropyrido[2,3-f][1,4]oxazepin-4(5H)-yl]methyl}-1-benzothiophen-5-yl)propanoate